6-cyclopropoxy-2-((1r,4r)-4-hydroxycyclohexyl)-N-(pyrazolo[1,5-a]pyrimidin-3-yl)-2H-indazole-5-carboxamide C1(CC1)OC=1C(=CC2=CN(N=C2C1)C1CCC(CC1)O)C(=O)NC=1C=NN2C1N=CC=C2